C(#N)C1=CC=C(C(=O)NC2=NC=C(C=C2)CC2=CC(=CC=C2)F)C=C1 4-cyano-N-(5-(3-fluorobenzyl)pyridin-2-yl)benzamide